(4-bromophenyl)-(4-octylthiophenyl)methanone BrC1=CC=C(C=C1)C(=O)C1=CC=C(C=C1)SCCCCCCCC